C(C)(=O)N1CC[C@@H]2N(C([C@H](C1)NC(=O)C=1NC3=CC=C(C=C3C1)C(F)(F)P(O)(O)=O)=O)[C@@H](CC2)C(=O)N2CC1=CC=C(C=C1C2)Cl ((2-(((s,8S,10aR)-3-acetyl-8-(5-chloroisoindoline-2-carbonyl)-6-oxodecahydropyrrolo[1,2-a][1,5]diazocin-5-yl)carbamoyl)-1H-indol-5-yl)difluoromethyl)phosphonic acid